(exo)-N-methyl-N-{6-[4-(1H-pyrazol-4-yl)-1,3-benzothiazol-7-yl]pyridazin-3-yl}-8-azabicyclo[3.2.1]octan-3-amine CN(C1CC2CCC(C1)N2)C=2N=NC(=CC2)C2=CC=C(C=1N=CSC12)C=1C=NNC1